1-(3-(5-Amino-2-chloro-4-fluoro-3-methylbenzamido)-4-((3S,5R)-3,4,5-trimethylpiperazin-1-yl)phenyl)-1H-1,2,3-triazole-4-carboxylic acid NC=1C(=C(C(=C(C(=O)NC=2C=C(C=CC2N2C[C@@H](N([C@@H](C2)C)C)C)N2N=NC(=C2)C(=O)O)C1)Cl)C)F